(S)-2-(benzyloxycarbonyl-(methyl)amino)-2-cyclopentyl-acetic acid C(C1=CC=CC=C1)OC(=O)N([C@H](C(=O)O)C1CCCC1)C